ClC1=C(C(=O)N(CCC2OCC2)C2CC2)C=C(C=N1)C=1C=NN(C1)C1=C(C=C(C=C1Cl)C(C(F)(F)F)(C(F)(F)F)F)Cl 2-chloro-N-cyclopropyl-5-(1-(2,6-dichloro-4-(perfluoropropane-2-yl)phenyl)-1H-pyrazol-4-yl)-N-(2-(oxetan-2-yl)ethyl)nicotinamide